1,1-dichloro-3,3-dimethyl-1,3-disilacyclobutane Cl[Si]1(C[Si](C1)(C)C)Cl